1-isopropyl-2-methyl-imidazole C(C)(C)N1C(=NC=C1)C